FC=1C=C(C=CC1F)C1=C(N=C(C2=C(C=CC=C12)O)C1=CC=C(C(=O)O)C=C1)C1CCOCC1 4-[4-(3,4-difluorophenyl)-8-hydroxy-3-tetrahydropyran-4-yl-1-isoquinolyl]benzoic acid